tert-butyl (trans-4-(2-((R)-4-(2,3-dichlorophenyl)-3-methylpiperazin-1-yl)ethyl)cyclohexyl)carbamate ClC1=C(C=CC=C1Cl)N1[C@@H](CN(CC1)CC[C@@H]1CC[C@H](CC1)NC(OC(C)(C)C)=O)C